FC1=C(N(N=C1)C)C=1C=C(C=CC1OC)NC(=O)NC1=CC(=CC=C1)F 1-[3-(4-Fluoro-2-methyl-2H-pyrazol-3-yl)-4-methoxy-phenyl]-3-(3-fluoro-phenyl)-urea